3,5-difluoro-2-hydroxybenzonitrile FC=1C(=C(C#N)C=C(C1)F)O